N2-[[2-fluoro-3-(2-pyrrolidin-1-ylethoxy)phenyl]methyl]-6-(1-tetrahydropyran-2-ylindazol-6-yl)-1,3,5-triazine-2,4-diamine FC1=C(C=CC=C1OCCN1CCCC1)CNC1=NC(=NC(=N1)N)C1=CC=C2C=NN(C2=C1)C1OCCCC1